ClC1=CC=C(NC2=NC(=C3NC=NC3=N2)O)C=C1 2-(4-chloroanilino)-6-hydroxypurine